N-[(1S)-1-(2,4-Difluorophenyl)ethyl]-2-{8-methyl-6-oxo-5H-pyrido[3,2-c]pyridazin-7-yl}acetamide FC1=C(C=CC(=C1)F)[C@H](C)NC(CC1=C(C=2N=NC=CC2NC1=O)C)=O